4-(3-fluoropropoxy)aniline FCCCOC1=CC=C(N)C=C1